(R)-1-{2-[(S)-1-(4-fluorophenyl)ethylamino]-6-(pyrazin-2-ylamino)pyrimidin-4-yl}-4-hydroxypyrrolidine-2-on FC1=CC=C(C=C1)[C@H](C)NC1=NC(=CC(=N1)N1C(C[C@H](C1)O)=O)NC1=NC=CN=C1